C(C)(=O)ONC(=N)C=1C=C(SC1)[C@@H](CO[Si](C)(C)C(C)(C)C)NC(OC(C)(C)C)=O tert-butyl (R)-(1-(4-(N-acetoxycarbamimidoyl)thiophen-2-yl)-2-((tert-butyldimethylsilyl)oxy)ethyl)carbamate